6-amino-2-(((1S,2S)-2-hydroxycyclohexyl)amino)-N-methyl-N-phenylpyrimidine-4-carboxamide NC1=CC(=NC(=N1)N[C@@H]1[C@H](CCCC1)O)C(=O)N(C1=CC=CC=C1)C